C(C)(C)(C)OC(=O)N[C@@H](CCC(NC)=O)C(=O)OCC ethyl N2-(tert-butoxycarbonyl)-N5-methyl-L-glutaminate